C(C(C)C)(=O)O.C(C(C)C)(=O)O isobutyric acid (isobutanoate)